2-Methoxy-N-(5-(4-oxo-3,4-dihydrophthalazin-1-yl)-1H-benzimidazol-2-yl)acetamide COCC(=O)NC1=NC2=C(N1)C=CC(=C2)C2=NNC(C1=CC=CC=C21)=O